2-(dimethylamino)acetamide formate C(=O)O.CN(CC(=O)N)C